FC1(CCN(CC1)S(=O)(=O)NC(OC)=O)F methyl N-[(4,4-difluoro-1-piperidyl)sulfonyl]carbamate